2,5-diethyl-3,4,6-trimethylphenol C(C)C1=C(C(=C(C(=C1C)C)CC)C)O